3-bromo-N-(4-chlorophenyl)-N-methyl-pyrazolo[1,5-a]pyridine-5-carboxamide BrC=1C=NN2C1C=C(C=C2)C(=O)N(C)C2=CC=C(C=C2)Cl